tert-butyl (3S)-4-(7-bromo-6-chloro-2,8-difluoroquinazolin-4-yl)-3-methylpiperazine-1-carboxylate BrC1=C(C=C2C(=NC(=NC2=C1F)F)N1[C@H](CN(CC1)C(=O)OC(C)(C)C)C)Cl